5-(5-(azetidin-1-yl)-1H-benzo[d]imidazol-2-yl)-3-methoxybenzene-1,2-diol N1(CCC1)C1=CC2=C(NC(=N2)C2=CC(=C(C(=C2)O)O)OC)C=C1